ethyl 3-(benzyl(5-isobutyl-4-(1-tosyl-1H-indol-5-yl)thiazol-2-yl)amino)propanoate C(C1=CC=CC=C1)N(CCC(=O)OCC)C=1SC(=C(N1)C=1C=C2C=CN(C2=CC1)S(=O)(=O)C1=CC=C(C)C=C1)CC(C)C